CC=1C(=NC=C(C1)C)N1CCN(CC1)C(=O)C1=CC(=C(C=C1)[C@@]1(C(NC(N1)=O)=O)C)F (R)-5-{4-[4-(3,5-dimethylpyridin-2-yl)piperazine-1-carbonyl]-2-fluorophenyl}-5-methylimidazolidine-2,4-dione